7-(cyclohexylamino)-5-fluoro-2-((((1r,4r)-4-hydroxycyclohexyl)thio)methyl)quinazolin-4(3H)-one C1(CCCCC1)NC1=CC(=C2C(NC(=NC2=C1)CSC1CCC(CC1)O)=O)F